N-(1,1-dimethyl-2-oxo-ethyl)carbamic acid tert-butyl ester C(C)(C)(C)OC(NC(C=O)(C)C)=O